C(C)(C)(C)C=1C=C(C=CC1)[C@H](C(F)(F)F)NC(=O)C1=CC=C2C(=C(N(C2=C1)CC(C)C)C)CC=1C=C(OC(C(=O)O)(C)C)C=CC1 (R)-2-(3-((6-((1-(3-(tert-butyl)phenyl)-2,2,2-trifluoroethyl)carbamoyl)-1-isobutyl-2-methyl-1H-indol-3-yl)methyl)phenoxy)-2-methylpropanoic acid